C1(=CC=CC=C1)[Si](OC)(OC)C#N phenyl-cyanodimethoxysilane